C1(CCC1)ONC(=O)C=1C=NN2C1N=C(C=C2NC)NC2=CC(=CC1=C2OCC12CC2)F N-cyclobutoxy-5-((5-fluoro-2H-spiro[benzofuran-3,1'-cyclopropan]-7-yl)amino)-7-(methylamino)pyrazolo[1,5-a]pyrimidine-3-carboxamide